neopentyl glycol adipate isophthalate C(C1=CC(C(=O)O)=CC=C1)(=O)O.C(CCCCC(=O)O)(=O)O.OCC(C)(CO)C